COC1=CC=C(C=C1)C(=O)O The molecule is a methoxybenzoic acid substituted with a methoxy group at position C-4. It has a role as a plant metabolite. It derives from a benzoic acid. It is a conjugate acid of a 4-methoxybenzoate.